2-bromo-1-(2-methyl-5-thiazolyl)-1-propanone BrC(C(=O)C1=CN=C(S1)C)C